3-ethoxypyridin-4-amine C(C)OC=1C=NC=CC1N